phenyl ortho-hydroxybenzoate (phenyl salicylate) C1(=CC=CC=C1)OC=1C(C(=O)O)=CC=CC1.OC1=C(C(=O)OC2=CC=CC=C2)C=CC=C1